FC=1C(=CC2=C(N=C(O2)C)C1)N(C(=O)C=1C=C(C=CC1)N1N=C(C=C1COC1=CC=C(C(=O)OC(C)(C)C)C=C1)C(F)(F)F)C tert-Butyl 4-[[2-[3-[(5-fluoro-2-methyl-1,3-benzoxazol-6-yl)-methyl-carbamoyl]phenyl]-5-(trifluoromethyl)pyrazol-3-yl]methoxy]benzoate